(1R)-1-[3-(1,1-difluoroethyl)-2-fluorophenyl]ethan-1-amine FC(C)(F)C=1C(=C(C=CC1)[C@@H](C)N)F